3,5,8-trimethylisoquinoline CC=1N=CC2=C(C=CC(=C2C1)C)C